3-(trifluoromethyl)-5H,6H,7H,8H-[1,2,4]triazolo[4,3-a]pyrazine hydrochloride Cl.FC(C1=NN=C2N1CCNC2)(F)F